FC1(CN(CCC1)C(=O)[O-])C 3-fluoro-3-methyl-piperidine-1-carboxylate